(R)-3-(3-methyl-2-oxo-2,3-dihydrobenzo[d]oxazol-6-yl)-2-oxo-1-(4-(trifluoromethyl)-2,3-dihydro-1H-inden-1-yl)-2,3-dihydro-1H-benzo[d]imidazole-5-carboxylic acid CN1C(OC2=C1C=CC(=C2)N2C(N(C1=C2C=C(C=C1)C(=O)O)[C@@H]1CCC2=C(C=CC=C12)C(F)(F)F)=O)=O